NC1=NC=CC(=C1Cl)SC=1C=CC=2C(=NC=C(N2)N2CCC3(CC2)[C@@H](C=2C(=NC(=CC2)C)C3)N)N1 (S)-1'-(6-((2-amino-3-chloropyridin-4-yl)thio)pyrido[2,3-b]pyrazin-2-yl)-2-methyl-5,7-dihydrospiro[cyclopenta[b]pyridine-6,4'-piperidin]-5-amine